1,2-ethanediol bis(ethylmalonate) C(C)C(C(=O)O)C(=O)O.C(C)C(C(=O)O)C(=O)O.C(CO)O